hexacyanoiron (II) C(#N)[Fe-4](C#N)(C#N)(C#N)(C#N)C#N